[NH4+].C(CCCCCCCCCCCCCC(=O)O)(=O)O pentadecanedioic acid ammonium